2,3-diglycidyl-oxymethylstyrene C(C1CO1)OCC1=C(C=C)C=CC=C1COCC1CO1